BrC1=CC=C(S1)CNS(=O)(=O)C N-((5-bromothien-2-yl)methyl)methanesulfonamide